COC(=O)C1=NC(=C(C(=C1Cl)N)F)C1=CC=C2C=CN(C2=C1F)C(COC)=O.C1(CC1)C(=O)N1CCN(CC1)C1(CNC1)F Cyclopropyl-[4-(3-fluoroazetidin-3-yl)piperazin-1-yl]methanone Methyl-4-amino-3-chloro-5-fluoro-6-[7-fluoro-1-(methoxyacetyl)-1H-indol-6-yl]pyridin-2-carboxylat